C(C)(=O)OCC1=C(C(=CC=C1Cl)C#N)Br 2-bromo-6-chloro-3-cyanobenzyl acetate